1-methyl-N-((6-((2-methyl-2H-1,2,3-triazol-4-yl)methoxy)-1H-indol-2-yl)methyl)cyclopropane-1-carboxamide CC1(CC1)C(=O)NCC=1NC2=CC(=CC=C2C1)OCC1=NN(N=C1)C